5-(3-carbamoylphenyl)-7-methylpyrazolo[1,5-a]Pyrimidine-3-carboxylic acid C(N)(=O)C=1C=C(C=CC1)C1=NC=2N(C(=C1)C)N=CC2C(=O)O